FC=1C2=C(C=C(C1)C1=NNN=C1)OCC=1N=C(SC12)N(C1CC(NC(C1)(C)C)(C)C)C 9-Fluoro-N-methyl-N-(2,2,6,6-tetramethylpiperidin-4-yl)-7-(2H-1,2,3-triazol-4-yl)-4H-chromeno[3,4-d]thiazol-2-amine